CN(C1=C(C=CC=C1)C1=NN2C=NC=3C=CC=CC3C2=N1)C 2-[2-(dimethylamino)phenyl][1,2,4]triazolo[1,5-c]quinazolin